tert-butyl N-[(1R)-1-{[(4-methoxyphenyl) methyl] carbamoyl}pentyl]carbamate COC1=CC=C(C=C1)CNC(=O)[C@@H](CCCC)NC(OC(C)(C)C)=O